C1(CC1)C1=CC(=NN1C1OCCCC1)NC1=CC2=C(C(=NO2)N)C=C1OC N6-(5-cyclopropyl-1-(tetrahydro-2H-pyran-2-yl)-1H-pyrazol-3-yl)-5-methoxybenzo[d]isoxazole-3,6-diamine